(2S,3R)-2-(1,6-dioxo-2,7-diazaspiro[3.5]nonan-2-yl)-3-hydroxy-N,N-dimethylbutanamide O=C1N(CC12CC(NCC2)=O)[C@H](C(=O)N(C)C)[C@@H](C)O